C(C)(CC)OC1=CC2=C(CN(CCC2)C2=CC(=C(C(=C2)C)NC(CC(C)(C)C)=O)C)C=C1F N-(4-(7-(sec-butoxy)-8-fluoro-1,3,4,5-tetrahydro-2H-benzo[c]azepine-2-yl)-2,6-Dimethylphenyl)-3,3-dimethylbutanamide